2-chloro-4-(1,1-difluoroethyl)-6-(2-methoxyethoxy)pyrimidine ClC1=NC(=CC(=N1)C(C)(F)F)OCCOC